3,4-dichlorobenzyl alcohol ClC=1C=C(CO)C=CC1Cl